3-(6-((1H-imidazol-1-yl)methyl)pyridin-3-yl)-N-(tert-butyl)-5-isobutylthiophene-2-sulfonamide N1(C=NC=C1)CC1=CC=C(C=N1)C1=C(SC(=C1)CC(C)C)S(=O)(=O)NC(C)(C)C